N1=CN=C(C=C1)SC1=C(C#N)C=CN=C1 3-(pyrimidin-4-ylsulfanyl)isonicotinonitrile